C[Si](C)(C)CCC1=CC=C(N)C=C1 4-[trimethylsilyl]ethylaniline